tert-butyl 4-[8-[(Z)-6-hydroxyhex-3-enyl]-7-oxo-2-[(1-tetrahydropyran-2-ylpyrazol-4-yl)amino]pyrido[2,3-d]pyrimidin-6-yl]-8-methyl-2,3-dihydroquinoxaline-1-carboxylate OCC\C=C/CCN1C(C(=CC2=C1N=C(N=C2)NC=2C=NN(C2)C2OCCCC2)N2CCN(C1=C(C=CC=C21)C)C(=O)OC(C)(C)C)=O